C(CCCCCCCCC)(=O)N[C@H](CSCC1=CC=C(C(=O)OC)C=C1)C(=O)NCCCCCC methyl (S)-4-(((2-decanamido-3-(hexylamino)-3-oxopropyl) thio) methyl)benzoate